C(C)(C)(C)OC(=O)N(C(OC(C)(C)C)=O)C1=NC=NC(=C1Cl)Cl tert-butyl N-tert-butoxycarbonyl-N-(5,6-dichloropyrimidin-4-yl)carbamate